OC1=CC=C(C=C1)C1(CC(CC(C1)C)(C)C)C1=CC=C(C=C1)O 1,1-Bis(4-hydroxyphenyl)-3,3,5-trimethyl-cyclohexan